N-(7-chloro-6-(1-(4-hydroxy-3-methyltetrahydrofuran-3-yl)piperidin-4-yl)isoquinolin-3-yl)-1-methylpiperidine-4-carboxamide ClC1=C(C=C2C=C(N=CC2=C1)NC(=O)C1CCN(CC1)C)C1CCN(CC1)C1(COCC1O)C